COC1=CC=C(CN(C2=NC=C(C#N)C=C2Br)CC2=CC=C(C=C2)OC)C=C1 6-(bis(4-methoxybenzyl)amino)-5-bromonicotinonitrile